5-chloro-N-((1r,4r)-4-((3-(2-cyano-5-methoxyphenyl)-2-oxo-2,3-dihydro-1H-benzo[d]imidazol-1-yl)methyl)cyclohexyl)-2-(trifluoromethyl)nicotinamide ClC=1C=NC(=C(C(=O)NC2CCC(CC2)CN2C(N(C3=C2C=CC=C3)C3=C(C=CC(=C3)OC)C#N)=O)C1)C(F)(F)F